3-(4-chlorophenyl)-4-(indolin-1-yl)-1H-pyrrole-2,5-dione ClC1=CC=C(C=C1)C=1C(NC(C1N1CCC2=CC=CC=C12)=O)=O